(R/S)-2-(1-propionyloxy-n-pentyl)benzoic acid C(CC)(=O)O[C@H](CCCC)C1=C(C(=O)O)C=CC=C1 |r|